5-((3,4-dihydroisoquinolin-2(1H)-yl)methyl)furan-2-carboxylic acid C1N(CCC2=CC=CC=C12)CC1=CC=C(O1)C(=O)O